OCCCC1=CC=C(C=C1)NC1=NC(=NC=2C=NNC(C21)=O)N2CCC(CC2)CC#N 2-(1-(4-((4-(3-hydroxypropyl)phenyl)amino)-5-oxo-5,6-dihydropyrimido[4,5-d]pyridazin-2-yl)piperidin-4-yl)acetonitrile